C1(CC1)C1=NC=NC(=C1C1=NC(=C2NC=NC2=N1)N(C)CC1=CC(=C(C=C1)C=1N(C=C(N1)C(F)(F)F)C(C)C)C)OC 2-(4-cyclopropyl-6-methoxypyrimidin-5-yl)-N-(4-(1-isopropyl-4-(trifluoro-methyl)-1H-imidazol-2-yl)-3-methylbenzyl)-N-methyl-7H-purin-6-amine